6,6-diheptyloxyhexyllithium C(CCCCCC)OC(CCCCC[Li])OCCCCCCC